N-[3-(1,3-benzodioxole-5-carbonylamino)-2-[(1,3-benzodioxole-5-carbonylamino)-methyl]-2-methyl-propyl]-1,3-benzodioxole-5-carboxamide O1COC2=C1C=CC(=C2)C(=O)NCC(CNC(=O)C2=CC1=C(OCO1)C=C2)(C)CNC(=O)C2=CC1=C(OCO1)C=C2